OCCCCC[C@@H](C1=CC=C(C=C1)C1=C(N=CS1)C)N[S@](=O)C(C)(C)C (R)-N-((S)-6-hydroxy-1-(4-(4-methylthiazol-5-yl)phenyl)hexyl)-2-methylpropane-2-sulfinamide